C1(CC1)OC1=C(C=CC=C1)C#C 1-cyclopropoxy-2-ethynylbenzene